C(C)OC(OCC)[SiH2]CS (diethoxymethylsilyl)methanethiol